2-(4-(2-methyl-4-((1-(3-nitro-5-(trifluoromethyl)phenyl)ethyl)amino)Quinazolin-6-yl)piperidin-1-yl)acetamide CC1=NC2=CC=C(C=C2C(=N1)NC(C)C1=CC(=CC(=C1)C(F)(F)F)[N+](=O)[O-])C1CCN(CC1)CC(=O)N